methyl 1-(4,5-dichloro-2-methoxybenzyl)-4-(hydroxymethyl)piperidine-2-carboxylate ClC1=CC(=C(CN2C(CC(CC2)CO)C(=O)OC)C=C1Cl)OC